2-[4-(1-methyl-4-piperidyl)phenyl]-5H-pyrrolo[3,4-b]pyridin-7-one CN1CCC(CC1)C1=CC=C(C=C1)C1=CC=C2C(=N1)C(NC2)=O